(5-(benzofuran-2-yl)-7-methylquinoxalin-2-yl)methanol O1C(=CC2=C1C=CC=C2)C2=C1N=CC(=NC1=CC(=C2)C)CO